C1=NC=CC2=CC=C(C=C12)C1=CC[C@H]2[C@@H]3CCC4C[C@H](CC[C@@]4([C@H]3CC[C@]12C)C)N(C)C (3S,8R,9S,10S,13S,14S)-17-(isoquinolin-7-yl)-N,N,10,13-tetramethyl-2,3,4,5,6,7,8,9,10,11,12,13,14,15-tetradecahydro-1H-cyclopenta[a]phenanthren-3-amine